COC1=CC=C(C=C1)CN (4-methoxyphenyl)methan-amine